O(C1=CC=CC=C1)[C@@H]1COCC1 (S)-3-phenoxytetrahydrofuran